O[C@@H](CO)C1=CC=C(C=N1)NC(=O)[C@@H]1O[C@]([C@H]([C@H]1C1=C(C(=C(C=C1)F)F)OCC)C)(C(F)(F)F)C (2R,3S,4S,5R)-N-(6-((R)-1,2-dihydroxyethyl)pyridin-3-yl)-3-(2-ethoxy-3,4-difluorophenyl)-4,5-dimethyl-5-(trifluoromethyl)tetrahydrofuran-2-carboxamide